CC1(OB(OC1(C)C)C1=CC=C(OCC2(CCCC2)O)C=C1)C 1-{[4-(4,4,5,5-tetramethyl-1,3,2-dioxaborolan-2-yl)phenoxy]methyl}cyclopentan-1-ol